S1C(=NC2=C1C=CC=C2)N[C@@H]2[C@H]([C@H]([C@H](OC2)CO)O)O (2R,3R,4R,5S)-5-(benzo[d]thiazol-2-ylamino)-2-(hydroxymethyl)tetrahydro-2H-pyran-3,4-diol